COC(C(C(=O)OC)C=1C(N(C(N([C@H]2[C@](O)([C@](O)([C@@H](COC(C)=O)O2)C(C)=O)C(C)=O)C1)=O)C(C1=CC=CC=C1)=O)=O)=O N3-benzoyl-2',3',5'-O-triacetyluridine-5-malonic acid dimethyl ester